FC1(OC2=C(O1)C(=CC=C2[Si](C)(C)C)B2OC(C(O2)(C)C)(C)C)F (2,2-Difluoro-7-(4,4,5,5-tetramethyl-1,3,2-dioxaborolan-2-yl)benzo[d][1,3]dioxol-4-yl)trimethylsilane